C1(=CC=CC=C1)C1=C(C(=C(C(=C1C1=CC=CC=C1)C1=CC=CC=C1)C1=CC=CC=C1)C1=CC=CC=C1)C1=CC=CC=C1 hexaphenyl-benzene